dinonyl 8,8'-((3-((2-hydroxyethyl)(8-(nonyloxy)-8-carbonyloctyl)amino)propyl)azanediyl)dioctanoate OCCN(CCCN(CCCCCCCC(=O)OCCCCCCCCC)CCCCCCCC(=O)OCCCCCCCCC)CCCCCCCC(=C=O)OCCCCCCCCC